C1=CN(C(=O)N=C1N)[C@H]2[C@@H]([C@@H]([C@H](O2)COP(=O)(O)O[C@@H]3[C@H](O[C@H]([C@@H]3O)N4C=NC5=C4N=C(NC5=O)N)CO)O)O The molecule is a (3'->5')-dinucleotide composed from guanosine and cytidine units. It is a guanyl ribonucleotide and a (3'->5')-dinucleotide. It is a conjugate acid of a guanylyl-(3'->5')-cytidine(1-).